Cl.NC1CC(C1)(O)C (1s,3s)-3-amino-1-methyl-cyclobutanol hydrochloride